FC=1C(=C(C=C2CCN(CC12)CCCC=1C=NC=CC1)O)N1CC(NS1(=O)=O)=O 5-{8-fluoro-6-hydroxy-2-[3-(pyridin-3-yl)propyl]-1,2,3,4-tetrahydroisoquinolin-7-yl}-1λ6,2,5-thiadiazolidine-1,1,3-trione